(S)-4-methyl-1-(1H-1,2,4-triazol-1-yl)pentan-2-amine hydrochloride Cl.CC(C[C@@H](CN1N=CN=C1)N)C